FC=1C(=C(C(=C2C(=C(C(=C(C12)F)[B-](C1=C(C2=C(C(=C(C(=C2C(=C1F)F)F)F)F)F)F)(C1=C(C2=C(C(=C(C(=C2C(=C1F)F)F)F)F)F)F)C1=C(C2=C(C(=C(C(=C2C(=C1F)F)F)F)F)F)F)F)F)F)F)F.C[NH+](C1=CC=C(C=C1)OCCCCCCCCCCCCCCCCCC)C N,N-dimethyl-4-(octadecyloxy)anilinium tetrakis(heptafluoronaphthalen-2-yl)borate